disuccinimide succinate C(CCC(=O)O)(=O)O.C1(CCC(N1)=O)=O.C1(CCC(N1)=O)=O